3-(4-chloro-3-fluorophenyl)-5-(2-(3,3-difluoroazetidin-1-yl)-2-oxoethyl)thieno[2,3-d]pyridazin-4(5H)-one ClC1=C(C=C(C=C1)C1=CSC=2C=NN(C(C21)=O)CC(=O)N2CC(C2)(F)F)F